1-methyl-2-butenol CC(C=CC)O